N12CCN(C(CC1)C2)C2=NC=C(C=N2)OC2=NC(=CC(=C2)CN2CCC1C(C1CC2)C(=O)O)C2=CC(=CC(=C2)Cl)Cl 4-((2-((2-(1,4-diaza-bicyclo[3.2.1]octan-4-yl)pyrimidin-5-yl)oxy)-6-(3,5-dichlorophenyl)pyridin-4-yl)methyl)-4-azabicyclo[5.1.0]octane-8-carboxylic acid